(3R)-3-amino-5-[(4-chlorophenyl)methyl]-7-[5-(4-fluorophenyl)-1,3,4-oxadiazol-2-yl]-1,1-dioxo-2,3-dihydro-1lambda6,5-benzothiazepin-4-one N[C@H]1CS(C2=C(N(C1=O)CC1=CC=C(C=C1)Cl)C=C(C=C2)C=2OC(=NN2)C2=CC=C(C=C2)F)(=O)=O